(-)-tert-Butyl 3-[2-[3-(trifluoromethyl)pyrrolidin-1-yl]pyrimidin-5-yl]azetidine-1-carboxylate FC(C1CN(CC1)C1=NC=C(C=N1)C1CN(C1)C(=O)OC(C)(C)C)(F)F